[N+](=O)([O-])C1=CC=C(C=C1)NC(=O)NC(NC1=CC=CC=C1)=O 1-(4-Nitrophenyl)-3-(phenylcarbamoyl)urea